N1C(=NC2=C1C=CC=C2)[C@@H](C2=C(C=CC(=C2)F)O)C=2NC(C1=CC=C(C=C1C2)C2=CC=C(C=C2)C2CCN(CC2)C)=O ((S)-1H-benzimidazol-2-yl-(5-fluoro-2-hydroxy-phenyl)methyl)-6-[4-(1-methyl-4-piperidyl)phenyl]isoquinolin-1-one